2-naphthyl (hexyl) thioether C(CCCCC)SC1=CC2=CC=CC=C2C=C1